ClC1=CN=C(C=C1C#N)NC1=C(N=C2N1CCN(C2(C)C)C(CN)=O)C2=CC(=C(C=C2)F)F 5-chloro-2-((2-(3,4-difluorophenyl)-7-glycyl-8,8-dimethyl-5,6,7,8-tetrahydroimidazo[1,2-a]pyrazin-3-yl)amino)isonicotinonitrile